[N+](=O)([O-])C1(CC=CC=C1)[As](O)(O)=O L-1-Nitrophenylarsonic acid